BrC1=CC=CC2=C1SC=C2C(=O)Cl 7-bromobenzo[b]thiophene-3-carbonyl chloride